3-chloro-4-((2-phenylpropyl)amino)-N-(1,2,4-thiadiazol-5-yl)benzenesulfonamide ClC=1C=C(C=CC1NCC(C)C1=CC=CC=C1)S(=O)(=O)NC1=NC=NS1